O=C1NC(CCC1N1C(C2=CC=C(C=C2C1=O)OCCCOCCCOC1=CC=C(C=C1)\C(=C(\CC)/C1=CC=CC=C1)\C1=CC=C(C=C1)O)=O)=O (Z)-2-(2,6-Dioxopiperidin-3-yl)-5-(3-(3-(4-(1-(4-hydroxyphenyl)-2-phenylbut-1-en-1-yl)phenoxy)propoxy)propoxy)isoindolin-1,3-dion